3-(3-((5-Chloro-2-((3-methyl-1-(8-methyl-8-azabicyclo[3.2.1]octan-3-yl)-1H-pyrazol-4-yl)amino)pyrimidin-4-yl)amino)propyl)-1,3-oxazinan-2-on ClC=1C(=NC(=NC1)NC=1C(=NN(C1)C1CC2CCC(C1)N2C)C)NCCCN2C(OCCC2)=O